FC1=CC=C(C2=C1N=NS2)F 4,7-difluoro-benzothiadiazole